5-(4-bromophenyl)-1-(2,4-dichlorophenyl)-4-ethyl-N-(1-piperidinyl)-1H-pyrazole-3-carboxamide BrC1=CC=C(C=C1)C1=C(C(=NN1C1=C(C=C(C=C1)Cl)Cl)C(=O)NN1CCCCC1)CC